C1(=CC=CC=C1)OC(NC1=NC(=NS1)SCC)=O (3-(ethylsulfanyl)-1,2,4-thiadiazol-5-yl)carbamic acid phenyl ester